FC1=C(C=CC=C1)S(=O)(=O)NCC1=CC=C(C=C1)C1=NOC(=N1)C(F)(F)F 2-fluoro-N-[[4-[5-(trifluoromethyl)-1,2,4-oxadiazol-3-yl]phenyl]methyl]benzenesulfonamide